ClC1=NC2=C(C(=CC=C2C(=N1)N1CCOCCC1=O)C1=CC(=CC2=CC=CC=C12)OCOC)C 4-[2-chloro-7-[3-(methoxymethoxy)-1-naphthyl]-8-methyl-quinazolin-4-yl]-1,4-oxaazepan-5-one